N1(N=NC=C1)CC(=O)C=1C=CC(=C(C1)N1C(=NC2=CC=CC=C2C1=O)CCl)OC(C)C 3-(5-(2-(1H-1,2,3-Triazol-1-yl)acetyl)-2-isopropoxyphenyl)-2-(chloromethyl)quinazolin-4(3H)-one